C(C)OC(=O)C=1NC2=C(C=CC=C2C1CCCOC1=CC=CC2=CC=CC=C12)B1OC(C(O1)(C)C)(C)C.C(C)O[Si](CC(CCC)[Si](OCC)(OCC)OCC)(OCC)OCC 1,2-bis(triethoxysilyl)pentane Ethyl-3-[3-(naphthalen-1-yloxy)propyl]-7-(4,4,5,5-tetramethyl-1,3,2-dioxaborolan-2-yl)-1H-indole-2-carboxylate